Hexahydrobenzophenanthridine C1CCC2=C3C(=CNC2C1)C=CC4=CC=CC=C43